N(C(=O)C)C=1N=C2N(N=C(C=C2)C=2C=C(C(=NC2C)OC)C(=O)NCC2=C(C=CC=C2)OC(CO)C)C1 5-{2-Acetaminoimidazo[1,2-b]pyridazin-6-yl}-N-({2-[(1-hydroxypropan-2-yl)oxy]phenyl}methyl)-2-methoxy-6-methylpyridin-3-carboxamide